2-(3-carboxy-2,5-dihydroxybenzoylamino)terephthalic acid C(=O)(O)C=1C(=C(C(=O)NC2=C(C(=O)O)C=CC(=C2)C(=O)O)C=C(C1)O)O